4-(5-methyl-2-((1-methyl-1H-pyrazol-5-yl)amino)pyrimidin-4-yl)-N-(1-phenylcyclopropyl)oxazole-2-carboxamide CC=1C(=NC(=NC1)NC1=CC=NN1C)C=1N=C(OC1)C(=O)NC1(CC1)C1=CC=CC=C1